5-((S)-2,2-dimethyltetrahydro-2H-pyran-4-yl)-1,3-dihydro-2H-imidazol-2-one CC1(OCC[C@@H](C1)C1=CNC(N1)=O)C